5-Bromo-1-methyl-1H-indazol-3-ol BrC=1C=C2C(=NN(C2=CC1)C)O